ClC1=C(C=CC(=C1)Cl)S(=O)(=O)NC1=C(C(=C(C=C1)F)I)F 2,4-dichloro-N-(2,4-difluoro-3-iodophenyl)benzenesulfonamide